2,3,4,5-tetra(9H-carbazol-9-yl)-6-(pyridin-2-yl)benzonitrile C1=CC=CC=2C3=CC=CC=C3N(C12)C1=C(C#N)C(=C(C(=C1N1C2=CC=CC=C2C=2C=CC=CC12)N1C2=CC=CC=C2C=2C=CC=CC12)N1C2=CC=CC=C2C=2C=CC=CC12)C1=NC=CC=C1